4-(2,6-Dibenzyloxy-4-propyl-phenyl)-5-methyl-indolin-2-one C(C1=CC=CC=C1)OC1=C(C(=CC(=C1)CCC)OCC1=CC=CC=C1)C1=C2CC(NC2=CC=C1C)=O